ClC=1C=CC(=C(C1)C1(C(NC2=NC(=CC=C21)C(F)(F)F)=O)C)OC 3-(5-chloro-2-methoxyphenyl)-3-methyl-6-(trifluoromethyl)-1H-pyrrolo[2,3-b]pyridin-2(3H)-one